7-amino-N-[(3R)-7-[(3S,4S)-3-amino-4-methoxypyrrolidin-1-yl]-3,4-dihydro-2H-1-benzopyran-3-yl]-3-methylthieno[2,3-b]pyrazine-6-carboxamide NC1=C(SC2=NC(=CN=C21)C)C(=O)N[C@H]2COC1=C(C2)C=CC(=C1)N1C[C@@H]([C@H](C1)OC)N